BrC=1C(=C(OC2=CC=C(C=C2)CCC(C(=O)OC)(C)C)C=CC1)C methyl 4-[4-(3-bromo-2-methyl-phenoxy)phenyl]-2,2-dimethyl-butanoate